CN1N=C2N(C3=CC=C(C=C3C2=C1)C(=O)OCC)CC1=CC=C(C=C1)C(F)(F)F ethyl 2-methyl-8-{[4-(trifluoromethyl)phenyl]methyl}-2H,8H-pyrazolo[3,4-b]indole-5-carboxylate